[GeH4].[Ge] germanium monogermane